bis(2,4,6-trimethylbenzoyl)-2,4-dipentyloxy-phenylphosphine oxide CC1=C(C(=O)P(C2=C(C=C(C=C2)OCCCCC)OCCCCC)(C(C2=C(C=C(C=C2C)C)C)=O)=O)C(=CC(=C1)C)C